5-[5-Ethoxy-2-(chinolin-8-sulfonylamino)-phenylethynyl]-pyridin C(C)OC=1C=CC(=C(C1)C#CC=1C=CC=NC1)NS(=O)(=O)C=1C=CC=C2C=CC=NC12